(S)-N-(2-Chloro-4-Cyanophenyl)-3-(4-Fluoro-1H-Pyrazol-1-Yl)-2-Hydroxy-2-Methylpropanamide ClC1=C(C=CC(=C1)C#N)NC([C@@](CN1N=CC(=C1)F)(C)O)=O